(1S,4s)-4-(8-(2,6-dichloro-4-fluorophenylamino)-2-((1R,2R)-2-hydroxycyclopentylamino)-9H-purin-9-yl)cyclohexanecarboxamide ClC1=C(C(=CC(=C1)F)Cl)NC=1N(C2=NC(=NC=C2N1)N[C@H]1[C@@H](CCC1)O)C1CCC(CC1)C(=O)N